(R)-N-methyl-N-(1-phenylethyl)aniline CN(C1=CC=CC=C1)[C@H](C)C1=CC=CC=C1